C(C)(C)(C)OC(N[C@H]1CN(CC1)C1=C(C=CC=C1C)F)=O [(R)-1-(2-Fluoro-6-methyl-phenyl)-pyrrolidin-3-yl]-carbamic acid tert-butyl ester